N-[4-chloro-2-fluoro-3-([[3-methyl-1-(oxan-2-yl)pyrazolo[3,4-b]pyridin-5-yl]oxy]methyl)phenyl]-5-fluoro-2-methylpyridine-3-sulfonamide ClC1=C(C(=C(C=C1)NS(=O)(=O)C=1C(=NC=C(C1)F)C)F)COC=1C=C2C(=NC1)N(N=C2C)C2OCCCC2